(3aR,5s,6aS)-N-(6-(5-fluoro-2-methylphenyl)-4-(trifluoromethyl)pyridazin-3-yl)-2-(pyridin-2-ylmethyl)octahydro-cyclopenta[c]pyrrol-5-amine FC=1C=CC(=C(C1)C1=CC(=C(N=N1)NC1C[C@@H]2[C@@H](CN(C2)CC2=NC=CC=C2)C1)C(F)(F)F)C